rel-4-((2R,3S,5S)-3-(3,4-difluoro-2-methoxyphenyl)-5-(methoxymethyl)-5-methyltetrahydrofuran-2-carboxamido)picolinamide FC=1C(=C(C=CC1F)[C@H]1[C@@H](O[C@](C1)(C)COC)C(=O)NC1=CC(=NC=C1)C(=O)N)OC |o1:8,9,11|